C(C)OC=1C=C(C=CC1OC)NCCS(=O)(=O)C (3-ethoxy-4-methoxyphenyl)-2-(methylsulfonyl)ethylamine